NCCCNCC=1C=C(C(=O)NC2=CC(=C(C=C2)S(=O)(=O)N2CCN(CC2)C2=NC(=CC(=C2)C(F)(F)F)Cl)O)C=CC1 3-[(3-Aminopropylamino)methyl]-N-[4-[4-[6-chloro-4-(trifluoromethyl)-2-pyridyl]piperazin-1-yl]sulfonyl-3-hydroxy-phenyl]benzamide